N1C=NC2=C1C=CC(=C2)\C=C\2/N=C(NC2=O)SC (4Z)-4-(1H-Benzimidazol-5-ylmethylene)-2-methylsulfanyl-1H-imidazol-5-one